FC=1C=C(C=NC1OC)CN1C2CN(CC1C2)C=2C=CC=1N(C2)N=CC1C#N 6-(6-((5-fluoro-6-methoxypyridin-3-yl)methyl)-3,6-diazabicyclo[3.1.1]heptan-3-yl)pyrazolo[1,5-a]pyridine-3-carbonitrile